α,α'-bis(tert-butylperoxy)-m-diisopropylbenzene C(C)(C)(C)OOC(C)(C)C1=CC(=CC=C1)C(C)(C)OOC(C)(C)C